tert-butyl (3,6-difluoro-2-methylphenyl)carbamate FC=1C(=C(C(=CC1)F)NC(OC(C)(C)C)=O)C